CN1N=NC2=C1C=CC(=C2C)[C@@H](C(C(=O)O)(C)C)C2=CC(=C(C=C2)C)CN2C[C@@H](OC1=C(C2)N=C(C=C1)O)C(C)C (S)-3-(1,4-dimethyl-1H-benzo[d][1,2,3]triazol-5-yl)-3-(3-(((S)-7-hydroxy-2-isopropyl-2,3-dihydropyrido[2,3-f][1,4]oxazepin-4(5H)-yl)methyl)-4-methylphenyl)-2,2-dimethylpropionic acid